FC(C)(F)C=1C=C(C=NC1)NC(=O)C1=CSC=2CN(CCC21)C(=O)C2=CN=C1N2C=CC=C1 N-(5-(1,1-Difluoroethyl)pyridin-3-yl)-6-(imidazo[1,2-a]pyridin-3-carbonyl)-4,5,6,7-tetrahydrothieno[2,3-c]pyridin-3-carboxamid